(E)-N-cyclohexyl-2-((2S,3S,12bS)-3-ethyl-8-methoxy-1,2,3,4,6,7,12,12b-octahydroindolo[2,3-a]quinolizin-2-yl)-3-methoxyacrylamide C1(CCCCC1)NC(\C(=C\OC)\[C@@H]1[C@@H](CN2CCC3=C([C@@H]2C1)NC1=CC=CC(=C13)OC)CC)=O